FC(OP1(OCCO1)=O)F 2-difluoromethoxy-1,3,2-dioxaphospholane 2-oxide